C1NCC12CCC(CC2)NC=2C=NC1=CC=C(C=C1C2)C=2N=CNC2C2=NC(=CC=C2)C N-(2-azaspiro[3.5]nonan-7-yl)-6-[5-(6-methyl-2-pyridyl)-1H-imidazol-4-yl]quinolin-3-amine